(e)-2-amino-4-chloro-6-methylpyrimidine NC1=NC(=CC(=N1)Cl)C